6-chloro-2-(4-iodophenyl)-5-(2-methoxyphenoxy)pyrimidin-4-amine ClC1=C(C(=NC(=N1)C1=CC=C(C=C1)I)N)OC1=C(C=CC=C1)OC